C1(CCCCC1)(S)S 1,1-cyclohexanedithiol